1-(cyclopentyl-methyl)-8-dimethylamino-3-[(4-methoxyphenyl)-methyl]-8-phenyl-1,3-diazaspiro[4.5]decan-2-one C1(CCCC1)CN1C(N(CC12CCC(CC2)(C2=CC=CC=C2)N(C)C)CC2=CC=C(C=C2)OC)=O